4-bromo-1-(2-oxobutyl)-1H-pyrrole-2-carbaldehyde BrC=1C=C(N(C1)CC(CC)=O)C=O